bithiophene-5,5'-dicarbaldehyde S1C(=CC=C1C=O)C=1SC(=CC1)C=O